cyclopropane-1,2-dicarboxylic acid C1(C(C1)C(=O)O)C(=O)O